2-(2,6-dioxo-piperidin-3-yl)-4-iodo-isoindoline-1,3-dione O=C1NC(CCC1N1C(C2=CC=CC(=C2C1=O)I)=O)=O